C(C)(=O)SCC1=CC=CO1 S-furfuryl thioacetate